C(C)(C)(C)OC(NC(CCF)CCF)=O N-[3-fluoro-1-(2-fluoroethyl)propyl]carbamic acid tert-butyl ester